4-chloro-3-(3,3,4,4-tetrafluoropyrrolidin-1-yl)-1-[4-(2,2,2-trideuterio-1,1-difluoro-ethyl)phenyl]sulfonyl-indazole ClC1=C2C(=NN(C2=CC=C1)S(=O)(=O)C1=CC=C(C=C1)C(C([2H])([2H])[2H])(F)F)N1CC(C(C1)(F)F)(F)F